B(O)(O)O.B(O)(O)O boric acid (hydrogen borate)